C(C1=CC=CC=C1)NC(COC1=NC(=NC(=C1)C1=C(C=CC=C1C)C)NS(=O)(=O)C=1C=C(C(=O)O)C=CC1)CCC1(CC1)C(F)(F)F 3-[[4-[2-(Benzylamino)-4-[1-(trifluoromethyl)cyclopropyl]butoxy]-6-(2,6-dimethylphenyl)pyrimidin-2-yl]sulfamoyl]benzoic acid